1,3-bis(4'-dimethylaminobenzal)acetone CN(C1=CC=C(C=CC(=O)C=CC2=CC=C(C=C2)N(C)C)C=C1)C